5-(4-cyano-3-fluorophenyl)-1H-pyrazole-3-carboxylic acid C(#N)C1=C(C=C(C=C1)C1=CC(=NN1)C(=O)O)F